di(docosahexaenoic acid) sn-glycero-3-phosphate OC[C@@H](O)COP(=O)(O)O.C(C=CC=CC=CC=CC=CC=CCCCCCCCCC)(=O)O.C(C=CC=CC=CC=CC=CC=CCCCCCCCCC)(=O)O